C(=O)[C@H]1[C@H](C1)C(=O)N([C@@H](C(C)C)C(=O)OC(C)(C)C)C tert-butyl N-((1S,2R)-2-formylcyclopropane-1-carbonyl)-N-methyl-L-valinate